tert-butyl 7-(1,2,4,5-tetrahydro-[1,4]oxazepino[4,5-a]indole-11-carboxamido)-3-oxa-9-azabicyclo[3.3.1]nonane-9-carboxylate C1COCCN2C1=C(C=1C=CC=CC21)C(=O)NC2CC1COCC(C2)N1C(=O)OC(C)(C)C